N1C=CC2=CC(=CC=C12)NC=1SC=C(N1)C(=O)C1=CC(=C(C(=C1)OC)OC)OC (2-((1H-indol-5-yl)amino)thiazol-4-yl)(3,4,5-trimethoxyphenyl)methanone